C(CCCCCCCCCCC)OC1=C(C=C(C=C1CNC)CC)CNC 1,1'-(2-dodecyloxy-5-ethyl-1,3-phenylene)-bis(N,N-dimethylamine)